NC1=NC=CC=C1C1=NC=2C(=NC(=CC2)C2=CC=CC=C2)N1C1=CC=C(CNC(=O)C=2C=C(C=CC2)CC(=O)O)C=C1 2-(3-((4-(2-(2-aminopyridin-3-yl)-5-phenyl-3H-imidazo[4,5-b]pyridin-3-yl)benzyl)carbamoyl)phenyl)acetic acid